3-(methylamino)propionitrile CNCCC#N